C(#N)C=1C(=NNC1C)NC1=CC=C(C=N1)F 6-((4-cyano-5-methyl-1H-pyrazol-3-yl)amino)-3-fluoropyridin